(S)-N-(3-chloro-5-fluorobenzyl)-3-hydroxy-2-oxo-1-(2'-oxospiro[cyclobutane-1,3'-indoline]-5'-yl)pyrrolidine-3-carboxamide ClC=1C=C(CNC(=O)[C@@]2(C(N(CC2)C=2C=C3C4(C(NC3=CC2)=O)CCC4)=O)O)C=C(C1)F